(R)-2-amino-5-(2,5-difluorophenyl)-4-oxo-4,5-dihydrofuran-3-yl-5-d phenylmethanesulfonate C1(=CC=CC=C1)CS(=O)(=O)OC1=C(O[C@](C1=O)([2H])C1=C(C=CC(=C1)F)F)N